CS(=O)(=O)OCC1CCC(CC1)NC(=O)OC(C)(C)C ((1s,4s)-4-((tert-butoxycarbonyl)amino)cyclohexyl)methyl methanesulfonate